C(C)(C)(C)C=1C=C(C=C(C1O)C(C)(C)C)CCC(=O)OCC(COC(CCC1=CC(=C(C(=C1)C(C)(C)C)O)C(C)(C)C)=O)(CO)CO pentaerythritol bis[β-(3,5-di-tert-butyl-4-hydroxyphenyl)propionate]